ClC1=NC=C(C=N1)NC(=O)N[C@@H](C(C)C)C=1OC2=C(C1C)C=C(C=C2)F.[Na] sodium (S)-1-(2-chloropyrimidin-5-yl)-3-(1-(5-fluoro-3-methylbenzofuran-2-yl)-2-methylpropyl)urea